[Yb].[Rh] Rhodium-ytterbium